sodium isoamyl alcoholate C(CC(C)C)[O-].[Na+]